2-(4-Methoxybenzyl)-5-(2-((3-oxo-3-(4-(5-(trifluoromethyl)pyrimidin-2-yl)piperazin-1-yl)propoxy)methyl)pyrrolidin-1-yl)-4-(trifluoromethyl)pyridazin-3(2H)-one COC1=CC=C(CN2N=CC(=C(C2=O)C(F)(F)F)N2C(CCC2)COCCC(N2CCN(CC2)C2=NC=C(C=N2)C(F)(F)F)=O)C=C1